FC(C1=NC(=C(C(=N1)OC)C1=CC=2C(=CN=C(C2)NC(=O)[C@H]2[C@H](C2)F)N1C)OC)F (1S,2S)-N-(2-(2-(difluoromethyl)-4,6-dimethoxypyrimidin-5-yl)-1-methyl-1H-pyrrolo[2,3-c]pyridin-5-yl)-2-fluorocyclopropane-1-carboxamide